tert-butyl 4-(1-((4-(tert-butoxycarbonyl) phenyl) carbamoyl)-1,2,3,4-tetrahydroisoquinolin-5-yl)-3,6-dihydropyridine-1(2H)-carboxylate C(C)(C)(C)OC(=O)C1=CC=C(C=C1)NC(=O)C1NCCC2=C(C=CC=C12)C=1CCN(CC1)C(=O)OC(C)(C)C